N1-(6-((2R,6S)-2,6-dimethylmorpholino)-2-methylpyridin-3-yl)cyclooctane-1,5-diamine C[C@H]1O[C@H](CN(C1)C1=CC=C(C(=N1)C)NC1CCCC(CCC1)N)C